C(C1=CC=CC=C1)N1C(C2N(C(C1)=O)CC(C2)O)=O 2-benzyl-7-hydroxyhexahydropyrrolo[1,2-a]pyrazine-1,4-dione